(E)-3-(8-Aminonaphthalen-2-yl)acrylic acid methyl ester COC(\C=C\C1=CC2=C(C=CC=C2C=C1)N)=O